Cl[SiH2]C=C(C)C Chlorodimethylvinyl-silane